O1C=CC=2C=C3C(=CNC3=CC21)CCN 2-(7H-Furano[3,2-f]indol-5-yl)ethan-1-amine